ClC1=C2CCN(CC2=CC=C1OCC1=C(N=CO1)C)C[C@H](CNC([O-])=O)O [(2S)-3-[5-chloro-6-[(4-methyloxazol-5-yl)methoxy]-3,4-dihydro-1H-isoquinolin-2-yl]-2-hydroxy-propyl]carbamate